NC=1C(=NC(=C(N1)C=1OC=CN1)C=1C=CC=2N(C1)C(=CN2)C)C(=O)NCC2OCCC2 3-amino-6-(3-methylimidazo[1,2-a]pyridin-6-yl)-5-(oxazol-2-yl)-N-((tetrahydrofuran-2-yl)methyl)pyrazine-2-carboxamide